C1CN2CC3=CCO[C@H]([C@@H]4[C@H]3C[C@H]2[C@@]15[C@H]4NC6=CC=CC=C56)O The molecule is a monoterpenoid indole alkaloid with formula C19H22N2O2, isolated from several species of Strychnos. It has a role as a plant metabolite. It is a monoterpenoid indole alkaloid, a tertiary amino compound, a primary alcohol and an organic heterohexacyclic compound.